4-aminomethyl-2,6-difluoro-benzoic acid NCC1=CC(=C(C(=O)O)C(=C1)F)F